CC1=C(C=C(C=N1)NC(C1=CC=C(C=C1)C1CN(CCC1)CCC)=O)NC1=NC=CC(=N1)C=1C=NC=CC1 N-[6-Methyl-5-(4-pyridin-3-yl-pyrimidin-2-ylamino)-pyridin-3-yl]-4-(1-propyl-piperidin-3-yl)-benzamide